Carbon dinitrogen [N].[N].[C]